Diisononanoyl peroxide C(CCCCCC(C)C)(=O)OOC(CCCCCC(C)C)=O